2-(4-Chlorophenyl)-3-iodoimidazo[1,2-a]pyridine ClC1=CC=C(C=C1)C=1N=C2N(C=CC=C2)C1I